C(C)N1N=NC2=C1C=C(C=C2)C2=CNC=1N=C(N=CC12)NC1CCOCC1 5-(1-ethyl-1H-benzo[d][1,2,3]triazol-6-yl)-N-(tetrahydro-2H-pyran-4-yl)-7H-pyrrolo[2,3-d]pyrimidin-2-amine